docosa-13-enamide C(CCCCCCCCCCCC=CCCCCCCCC)(=O)N